DihydroxyTerephthalic Acid C1=CC(=C(C(=C1C(=O)O)O)O)C(=O)O